4-chlorobenzyl (4-((oxetane-3-carboxamido)meth-yl)phenyl)carbamate O1CC(C1)C(=O)NCC1=CC=C(C=C1)NC(OCC1=CC=C(C=C1)Cl)=O